3-(4-chloro-7-cyclopentyl-6-methyl-7H-pyrrolo[2,3-d]pyrimidin-5-yl)-5-cyclopropylisoxazole-4-carboxylic acid benzyl ester C(C1=CC=CC=C1)OC(=O)C=1C(=NOC1C1CC1)C1=C(N(C=2N=CN=C(C21)Cl)C2CCCC2)C